(4aR,8aS)-6-(4-(1-(2,4-Difluorophenyl)-2,2,2-trifluoroethyl)piperazine-1-carbonyl)hexahydro-2H-pyrido[4,3-b][1,4]oxazin-3(4H)-one FC1=C(C=CC(=C1)F)C(C(F)(F)F)N1CCN(CC1)C(=O)N1C[C@@H]2[C@@H](OCC(N2)=O)CC1